C(C)N1C(C(C(C1)CN1N=C2N=C(C=CC2=C1)C1=C(C=C(C=C1C)C(F)(F)F)O)(F)F)=O 1-ethyl-3,3-difluoro-4-((6-(2-hydroxy-6-methyl-4-(trifluoromethyl)phenyl)-2H-pyrazolo[3,4-b]pyridin-2-yl)methyl)pyrrolidin-2-one